C(C)OC(=O)C=1[C@@H](N=C(NC1CBr)C=1SC=CN1)C1=C(C(=CC=C1)F)C (S)-6-(bromomethyl)-4-(3-fluoro-2-methylphenyl)-2-(thiazol-2-yl)-1,4-dihydropyrimidine-5-carboxylic acid ethyl ester